tert-butyl (R)-3-((8-fluoroquinolin-6-yl)amino)pyrrolidine-1-carboxylate FC=1C=C(C=C2C=CC=NC12)N[C@H]1CN(CC1)C(=O)OC(C)(C)C